ClC1=C(C=CC(=C1)N1CCN(CC1)CC1CCNCC1)N (2-chloro-4-(4-(piperidin-4-ylmethyl)piperazin-1-yl)phenyl)ammonia